ClC=1C(=NC(=NC1)N1CCC(CC1)N(C(OC(C)(C)C)=O)CC1=CC=C(C=C1)\C=C\C(NOC1OCCCC1)=O)C1=CC(=C(C=C1)C#N)F Tert-butyl (E)-(1-(5-chloro-4-(4-cyano-3-fluorophenyl)pyrimidin-2-yl)piperidin-4-yl)(4-(3-oxo-3-(((tetrahydro-2H-pyran-2-yl) oxy)amino)prop-1-en-1-yl)benzyl)carbamate